FC1=CC=C(C=C1)CC(=O)C1=CC=C(C=C1)OC (4-fluorophenyl)-1-(4-methoxyphenyl)ethan-1-one